ClC1=CC(=NN1COCC[Si](C)(C)C)C(=O)OC methyl 5-chloro-1-((2-(trimethylsilyl)ethoxy)methyl)-1H-pyrazole-3-carboxylate